(1-(4-((tert-Butyldimethylsilyl)oxy)cyclohexyl)-2-methylpropan-2-yl)carbamic acid tert-butyl ester C(C)(C)(C)OC(NC(CC1CCC(CC1)O[Si](C)(C)C(C)(C)C)(C)C)=O